FC=1C(=NN2C1N=C(C=C2[C@@H]2CN(CC[C@@H]2C)C(C)=O)C)[C@@H]2CC[C@H](CC2)C(F)(F)F 1-[(3S,4S)-3-{3-fluoro-5-methyl-2-[trans-4-(trifluoromethyl)cyclohexyl]pyrazolo[1,5-a]pyrimidin-7-yl}-4-methylpiperidin-1-yl]ethan-1-one